1,1'-disulfanediyldicyclopentanecarbaldehyde S(SC1(CCCC1)C=O)C1(CCCC1)C=O